6-(4-isopropyl-3-(5-(4-propylpiperazin-1-yl)pyridin-2-yl)-1H-pyrazol-5-yl)-8-methoxy-[1,2,4]triazolo[1,5-a]pyridine C(C)(C)C=1C(=NNC1C=1C=C(C=2N(C1)N=CN2)OC)C2=NC=C(C=C2)N2CCN(CC2)CCC